1-octadecane CCCCCCCCCCCCCCCCC=C